tert-butyl (4-(1-(4-methyl-4H-1,2,4-triazol-3-yl)propan-2-yl)pyridin-2-yl)carbamate CN1C(=NN=C1)CC(C)C1=CC(=NC=C1)NC(OC(C)(C)C)=O